(1S,3S)-3-glycoloyl-3,5,12-trihydroxy-10-methoxy-6,11-dioxo-1,2,3,4,6,11-hexahydrotetracen-1-yl 3-amino-2,3,6-trideoxy-α-L-lyxo-hexopyranoside N[C@H]1C[C@H](O[C@H]2C[C@](CC3=C(C=4C(C5=CC=CC(=C5C(C4C(=C23)O)=O)OC)=O)O)(O)C(CO)=O)O[C@H]([C@H]1O)C